3-isopropylcyclohexanemethanol C(C)(C)C1CC(CCC1)CO